ClC1=C(C=CC=C1Cl)C1=NNC2=NC(=CN=C21)N2CCC(CC2)(C)NCC=2C(=C1CN(C(C1=CC2)=O)C2C(NC(CC2)=O)=O)F 3-(5-(((1-(3-(2,3-dichlorophenyl)-1H-pyrazolo[3,4-b]pyrazin-6-yl)-4-methylpiperidine-4-yl)amino)methyl)-4-fluoro-1-oxoisoindolin-2-yl)piperidine-2,6-dione